1-(trityl)imidazole C(C1=CC=CC=C1)(C1=CC=CC=C1)(C1=CC=CC=C1)N1C=NC=C1